FC1=C(C=CC(=C1)F)NC(C(C([2H])([2H])N1C(C2=C(C=3C=CC(=CC13)F)N(N=C2)C)=O)[2H])=O N-(2,4-difluorophenyl)-3-{7-fluoro-1-methyl-4-oxo-1H,4H,5H-pyrazolo[4,3-c]quinolin-5-yl}(2,3,3-2H3)propanamide